N-3-hexyl-methacrylamide ethyl-4-((1R,2R)-2-hydroxy-2-methylcyclopentylamino)-2-(methylthio)pyrimidine-5-carboxylate C(C)OC(=O)C=1C(=NC(=NC1)SC)N[C@H]1[C@](CCC1)(C)O.CCC(CCC)NC(C(=C)C)=O